CC=1C=C(C=CC1)[C@@H](O)C1=NC=CC=C1 |r| racemic-(3-methylphenyl)(pyridin-2-yl)methanol